3-oxabicyclo[3.2.1]octan-8-one C12COCC(CC1)C2=O